(3s,4S)-3-methyl-4-octanolide C[C@H]1CC(=O)O[C@H]1CCCC